[C@@H]12N(C[C@@H](NC1)C2)CC2=CC=C(CC=1N=C3C(=NC(=NN3C1)OCCCC)N)C=C2 (4-(((1S,4S)-2,5-diazabicyclo[2.2.1]heptan-2-yl)methyl)benzyl)-2-butoxyimidazo[2,1-f][1,2,4]triazin-4-amine